(4-((4-oxo-3,4-dihydro-phthalazin-1-yl)methyl)phenyl)sulfonamide hydrochloride Cl.O=C1NN=C(C2=CC=CC=C12)CC1=CC=C(C=C1)S(=O)(=O)N